C12CN(CC(CC1)CC2)S(=O)(=O)C2=C1C=CC=NC1=C(C=C2)O 5-(3-azabicyclo[3.2.2]nonan-3-ylsulfonyl)quinolin-8-ol